N1=CC=C(C=C1)C=1N=C(C2=C(N1)C=NC=C2)NCCCC(=O)O 4-{[2-(pyridin-4-yl)pyrido[3,4-d]pyrimidin-4-yl]amino}butanoic acid